8-Cyclopropyl-N-[(1-methyl-1H-pyrazol-3-yl)methyl]-2-(pyridin-2-ylmethyl)-4,5-dihydro-2H-furo[2,3-g]indazole-7-carboxamide C1(CC1)C1=C(OC=2CCC3=CN(N=C3C21)CC2=NC=CC=C2)C(=O)NCC2=NN(C=C2)C